pteroyl-Glutamic acid C(C1=CC=C(NCC2=CN=C3N=C(N)NC(=O)C3=N2)C=C1)(=O)N[C@@H](CCC(=O)O)C(=O)O